N1C=NC(=C1)S(=O)(=O)N1C[C@H]([C@H](CC1)NC1=NC=C(C(=N1)C1=CC(=C(S1)C)C#N)C(F)(F)F)C 5-(2-(((3R,4S)-1-((1H-imidazol-4-yl)sulfonyl)-3-methylpiperidin-4-yl)amino)-5-(trifluoro-methyl)pyrimidin-4-yl)-2-methylthiophene-3-carbonitrile